oxo-bis(2-methyl-5-trifluoromethyl-8-quinolinolate) Aluminum [Al+3].O(C=1C(=NC2=C(C=CC(=C2C1)C(F)(F)F)[O-])C)C=1C(=NC2=C(C=CC(=C2C1)C(F)(F)F)[O-])C.O(C=1C(=NC2=C(C=CC(=C2C1)C(F)(F)F)[O-])C)C=1C(=NC2=C(C=CC(=C2C1)C(F)(F)F)[O-])C.O(C=1C(=NC2=C(C=CC(=C2C1)C(F)(F)F)[O-])C)C=1C(=NC2=C(C=CC(=C2C1)C(F)(F)F)[O-])C.[Al+3]